CN1C(=C(C=CC1=O)C1=C(C=C(C=C1F)NC([C@H](C(C1=CC=CC=C1)C1=CC=CC=C1)NC(=O)C1=CC=NN1C)=O)F)C (S)-N-(1-((4-(1,2-dimethyl-6-oxo-1,6-dihydropyridin-3-yl)-3,5-difluorophenyl)amino)-1-oxo-3,3-diphenylprop-2-yl)-1-methyl-1H-pyrazole-5-carboxamide